ethyl (cis)-4-(benzylamino)-1-methylcyclohexane-1-carboxylate C(C1=CC=CC=C1)NC1CCC(CC1)(C(=O)OCC)C